C(C=1C(C(=O)NC2=CC=CC=C2)=CC=CC1)(=O)O phthalanilic acid